C1(=CC=C(C=C1)C)OB(OC1=CC=C(C=C1)C)OC1=CC=C(C=C1)C tricresylborate